3-(3-(methylamino)benzothiophen-2-yl)-3-oxopropionic acid sodium [Na].CNC1=C(SC2=C1C=CC=C2)C(CC(=O)O)=O